3-[3-(3,4-Dihydro-2H-quinolin-1-yl)-propyl]-4-oxo-10-oxa-3-aza-tricyclo[5.2.1.0*1,5*]dec-8-ene-6-carboxylic acid N1(CCCC2=CC=CC=C12)CCCN1CC23C(C1=O)C(C(C=C2)O3)C(=O)O